COC(CC1=NC=C(C=C1F)F)=O (3,5-Difluoropyridin-2-yl)acetic acid methyl ester